OC1=C(C=C(C#N)C=C1)C=1N=NC=CC1C 4-hydroxy-3-(4-methylpyridazin-3-yl)benzonitrile